boron-bismuth [Bi].[B]